(5-(3-((3-aminophenyl)ethynyl)-1H-indazol-5-yl)pyridin-3-yl)-3-methylbutanamide NC=1C=C(C=CC1)C#CC1=NNC2=CC=C(C=C12)C=1C=C(C=NC1)C(C(=O)N)C(C)C